N-(5-(5-methoxybenzo[d]oxazol-2-yl)-8-(methylamino)-2,7-naphthyridin-3-yl)-3-methylbutan-3-enamide COC=1C=CC2=C(N=C(O2)C2=C3C=C(N=CC3=C(N=C2)NC)NC(CC(=C)C)=O)C1